4-(2-(dimethylamino)ethyl)-7-fluoro-1-thioxo-2,4-dihydro-[1,2,4]triazolo[4,3-a]quinazolin-5(1H)-one CN(CCN1C=2N(C3=CC=C(C=C3C1=O)F)C(NN2)=S)C